FC1=C(C(=O)N2[C@H]([C@H](CC3=CC=CC=C23)C(=O)NC2=CC(=C(C=C2)C)C(F)(F)F)C2=CC=C(C=C2)OCC(C)(C)O)C(=CC=C1)C (2R,3S)-1-(2-fluoro-6-methylbenzoyl)-2-(4-(2-hydroxy-2-methylpropyloxy)phenyl)-N-(4-methyl-3-(trifluoromethyl)phenyl)-1,2,3,4-tetrahydroquinoline-3-carboxamide